5-(Methylthio)-1-tosyl-1H-indole CSC=1C=C2C=CN(C2=CC1)S(=O)(=O)C1=CC=C(C)C=C1